C1(CC1)CC(=O)CC1CC1 1-cyclopropylmethyl ketone